2-(trimethylsilyl)ethyl [(2S)-4-({(1R)-1-[1-benzyl-4-(2,5-difluorophenyl)-1H-pyrrol-2-yl]-2,2-dimethylpropyl}amino)-1-(2,5-dioxopyrrolidin-1-yl)butan-2-yl]carbamate C(C1=CC=CC=C1)N1C(=CC(=C1)C1=C(C=CC(=C1)F)F)[C@@H](C(C)(C)C)NCC[C@@H](CN1C(CCC1=O)=O)NC(OCC[Si](C)(C)C)=O